(2R)-2-({8-[(3β)-cholest-5-en-3-yloxy]octyl}oxy)-N,N-dimethyl-3-[(9Z,12Z)-octadec-9,12-dien-1-yloxy]propane-1-amine CC(C)CCC[C@@H](C)[C@H]1CC[C@H]2[C@@H]3CC=C4C[C@H](CC[C@]4(C)[C@H]3CC[C@]12C)OCCCCCCCCO[C@H](CN(C)C)COCCCCCCCC\C=C/C\C=C/CCCCC